Ethyl 2-(2,6-dimethyl-4-((5-oxo-4-(4-(trifluoromethyl) phenyl)-4,5-dihydro-1H-1,2,4-triazol-1-yl)methyl-d2)phenoxy)-2-methylpropionate CC1=C(OC(C(=O)OCC)(C)C)C(=CC(=C1)C([2H])([2H])N1N=CN(C1=O)C1=CC=C(C=C1)C(F)(F)F)C